COC1=NC=C(C=N1)[C@H](CC(=O)O)N1N=C(C=C1)CCC[C@@H]1NC2=NC=CC=C2CC1 (S)-3-(2-methoxypyrimidin-5-yl)-3-(3-(3-((S)-1,2,3,4-tetrahydro-1,8-naphthyridin-2-yl)propyl)-1H-pyrazol-1-yl)propanoic acid